(1R,4R)-6'-acetyl-4-(3-chloroanilino)-4'-methyl-2'-[(2R)-2-methyl-3-{[(5R)-5-methyl-5,6,7,8-tetrahydroquinolin-4-yl]oxy}propyl]spiro[cyclohexane-1,1'-indene]-4-carboxylic acid C(C)(=O)C1=CC(=C2C=C(C3(C2=C1)CCC(CC3)(C(=O)O)NC3=CC(=CC=C3)Cl)C[C@H](COC3=CC=NC=1CCC[C@H](C31)C)C)C